C(C)(C)(C)OC(=O)N1[C@H](CCC1)COC1=C(C(=C(C(=C1)C(=O)OC)Cl)I)N (R)-2-((2-amino-4-chloro-3-iodo-5-(methoxycarbonyl)phenoxy)methyl)pyrrolidine-1-carboxylic acid tert-butyl ester